COC(C1=CC=C(C=C1)CCC(C)=O)=O 4-(3-Oxobutyl)benzoic acid methyl ester